rel-tert-butyl N-[5-[[2-[(2R,5S)-2-(3-chloro-4-fluoro-phenyl)-5-methyl-1-piperidyl]-2-oxo-acetyl]amino]-3-methyl-2-pyridyl]carbamate ClC=1C=C(C=CC1F)[C@@H]1N(C[C@H](CC1)C)C(C(=O)NC=1C=C(C(=NC1)NC(OC(C)(C)C)=O)C)=O |o1:8,11|